methyl (2-toluoyl) sulfide C=1(C(=CC=CC1)C(=O)SC)C